O1C(=NC2=C1C=CC=C2)C=2C(OC1=CC3=C(C=C1C2)C=CC(=C3)N(CC)CC)=O 3-(benzo[d]oxazol-2-yl)-8-(diethylamino)-2H-benzo[g]chromen-2-one